OCCN1N=C(C(=C1)NC1=NNC2=CC(=CC=C12)[C@@H]1C[C@@]12C(NC1=CC=C(C=C21)OC)=O)OC (1R,2S)-2-(3-[[1-(2-hydroxyethyl)-3-methoxypyrazol-4-yl]amino]-1H-indazol-6-yl)-5'-methoxy-1'H-spiro[cyclopropane-1,3'-indol]-2'-one